NC=1SC2=C(N1)C(=CC=C2F)C2=C(C=C1C(=NC(=NC1=C2F)OC[C@H]2N(CCC2)C)N2CCN(CC2)C(=O)OC(C)(C)C)Cl tert-butyl 4-(7-(2-amino-7-fluorobenzo[d]thiazol-4-yl)-6-chloro-8-fluoro-2-(((S)-1-methylpyrrolidin-2-yl)methoxy)quinazolin-4-yl)piperazine-1-carboxylate